FC(C=1C=C(C=CC1)C1(C2=C(NC=3N=CC(=CC13)F)CC(CC2=O)(C)C)C)F 5-(3-(difluoromethyl)phenyl)-3-fluoro-5,8,8-trimethyl-5,8,9,10-tetrahydrobenzo[b][1,8]naphthyridin-6(7H)-one